C1(CCCCC1)NC(=O)C=1C=C(C=C(C1)[N+](=O)[O-])B(O)O 3-(CYCLOHEXYLCARBAMOYL)-5-NITROPHENYLBORONIC ACID